racemic-pyridine N1=CC=CC=C1